C1=CC=CC=2C3=CC=CC=C3C(=CC12)[Si](OCC)(OCC)OCC 9-phenanthryl-triethoxysilane